8-[(2S,5R)-4-{[4-(difluoromethyl)phenyl](4-fluorophenyl)methyl}-2,5-dimethylpiperazin-1-yl]-5-methyl-6-oxo-5,6-dihydro-1,5-naphthyridine-2-carbonitrile FC(C1=CC=C(C=C1)C(N1C[C@@H](N(C[C@H]1C)C1=CC(N(C=2C=CC(=NC12)C#N)C)=O)C)C1=CC=C(C=C1)F)F